NC1=C(C=C(C=C1)NC(=O)C12CC3C(C(CC(C1)C3)C2)=O)OC N-(4-amino-3-methoxyphenyl)-4-oxoadamantan-1-carboxamide